FC(C=1C=CC=C2N=CC(=NC12)O)(F)F 8-(trifluoromethyl)quinoxalin-2-ol